2-(2-methoxy-pyrimidin-4-yl)-ethanone COC1=NC=CC(=N1)CC=O